FC(CN1C(=NC=2C1=NC(=CC2)C=2C=CN1N=C(N=CC12)N[C@@H]1CC[C@@H](CC1)OC)C)F 5-(3-(2,2-difluoroethyl)-2-methyl-3H-imidazo[4,5-b]pyridin-5-yl)-N-(cis-4-methoxycyclohexyl)pyrrolo[2,1-f][1,2,4]triazin-2-amine